FC1=C(C=CC(=C1)F)C=1C=NC=2CCN(CC2C1)C=1C(=C(C=2N(N1)C(C=CN2)=O)C)C 7-(3-(2,4-difluorophenyl)-7,8-dihydro-1,6-naphthyridin-6(5H)-yl)-8,9-dimethyl-4H-pyrimido[1,2-b]pyridazin-4-one